6-[{2-Acetoxyethyl}(acetyl)amino]-2-amino-1,5-anhydro-2,3,4,6-tetradeoxy-D-erythro-hexitol hydrochloride Cl.C(C)(=O)OCCN(C[C@@H]1CC[C@H](CO1)N)C(C)=O